2,2-dimethyl-6-(prop-2-yn-1-yl)hexahydropyrano[3,2-d][1,3]dioxin CC1(OCC2C(O1)CCC(O2)CC#C)C